CN(C(CN1C[C@H](CCC1)N1C(NC2=C1C=C(C(=C2)C=2C=C(C=1N(C2)N=CN1)C)C)=O)=O)C (S)-N,N-Dimethyl-2-(3-(6-methyl-5-(8-methyl-[1,2,4]triazolo[1,5-a]pyridin-6-yl)-2-oxo-2,3-dihydro-1H-benzo[d]imidazol-1-yl)piperidin-1-yl)acetamid